COC1=CC=C2C=3C=CN=C(C3N(C2=C1)CCCC=C)C 5-(7-Methoxy-1-methyl-β-carbolin-9-yl)-pent-1-ene